NN1CCC(CC1)CCN1CCN(CC1)C1=CC(=C(C=C1)N[C@@H]1C(NC(CC1)=O)=O)F (S)-3-((4-(4-(2-(1-aminopiperidin-4-yl)ethyl)piperazin-1-yl)-2-fluorophenyl)amino)piperidine-2,6-dione